IC=1C(=NN(C1C)C1CC2(CN(C2)C(=O)OC(C)(C)C)C1)N1[C@@](CN(CC1)C1CCOCC1)(C)COC Tert-butyl (R)-6-(4-iodo-3-(2-(methoxymethyl)-2-methyl-4-(tetrahydro-2H-pyran-4-yl)piperazin-1-yl)-5-methyl-1H-pyrazol-1-yl)-2-azaspiro[3.3]heptane-2-carboxylate